[N+](=O)([O-])[O-].[Ce+3].O.[N+](=O)([O-])[O-].[N+](=O)([O-])[O-] water cerium nitrate